C(C)(C)(C)C1=CC2=C(OP(OC3=C2C=C(C=C3C(C)(C)C)C(C)(C)C)OCCN(CCOP3OC2=C(C4=C(O3)C(=CC(=C4)C(C)(C)C)C(C)(C)C)C=C(C=C2C(C)(C)C)C(C)(C)C)CCOP2OC4=C(C3=C(O2)C(=CC(=C3)C(C)(C)C)C(C)(C)C)C=C(C=C4C(C)(C)C)C(C)(C)C)C(=C1)C(C)(C)C tris(2-[(2,4,8,10-tetrakis-tert-butyl-dibenzo[d,f][1,3,2]dioxaphosphepine-6-yl)oxy]ethyl)amine